O[C@@H]1CC[C@H](CC1)C1=NC=NC=2NC(C=3C=C(C=CC3C21)CN2CCN(CC2)C)=O (trans-4-hydroxycyclohexyl)-8-((4-methylpiperazin-1-yl)methyl)pyrimido[4,5-c]isoquinolin-6(5H)-one